C(=O)([O-])OC(=O)[O-].[Li+].[Li+].C=CC propylene dilithium dicarbonate